2-methyl-N-(6-(5-(2-methylpyridin-4-ylamino)-1H-benzo[d]imidazol-2-yl)pyridin-3-yl)-6-morpholinylquinolin-4-amine CC1=NC2=CC=C(C=C2C(=C1)NC=1C=NC(=CC1)C1=NC2=C(N1)C=CC(=C2)NC2=CC(=NC=C2)C)N2CCOCC2